F[C@@H]1C[C@H](N(C1)C(CCC=1C=NN(C1)C)=O)C(=O)N[C@H](C1=CC=C(C=C1)C(C)C)C1=CC=CC=C1 (2S,4R)-4-fluoro-1-[3-(1-methyl-1H-pyrazol-4-yl)propanoyl]-N-[(S)-phenyl[4-(propan-2-yl)phenyl]methyl]pyrrolidine-2-carboxamide